C1CCC2=C(C=3CCCC3C=C12)NC(=O)O[C@@H](C(=O)OCC)CC1=CC(=CC=C1)N1N=CC=C1 Ethyl (2R)-2-{[(1,2,3,5,6,7-hexahydro-s-indacen-4-yl)-carbamoyl]oxy}-3-[3-(1H-pyrazol-1-yl)phenyl]propanoate